(3R)-3,10-Dimethyl-8-methylidene-1,2,3,4,7,8,9,10-octahydro-11H-pyrido[4',3':3,4]pyrazolo-[1,5-a][1,4]diazepin-11-one C[C@@H]1CC2=NN3C(C(N(CC(C3)=C)C)=O)=C2CN1